ClC1=C(CCCC1CO)C=O 2-chloro-3-(hydroxymethyl)-cyclohex-1-eneformaldehyde